C(CCC)[C@H]1CC2=C(NC3=CC=CC=C23)[C@@H](N1C(C#C[Si](C)(C)C)=O)C1=CC=C(C=C1)N1CC2(COC2)CC1 1-[(1S,3S)-3-butyl-1-(4-{2-oxa-6-azaspiro[3.4]octan-6-yl}phenyl)-1H,2H,3H,4H,9H-pyrido[3,4-b]indol-2-yl]-3-(trimethylsilyl)prop-2-yn-1-one